cuprous chloride monohydrate O.[Cu]Cl